ClC=1C=C(C=C(C1)Cl)C=1OC2=C(N1)C=CC(=C2)C(=O)OCC=2OC(OC2C)=O (5-methyl-2-oxo-1,3-dioxol-4-yl)methyl 2-(3,5-dichlorophenyl)benzo[d]oxazole-6-carboxylate